CC1=C(NC2=CC=CC=C12)N methyl-indoleamine